2-fluoro-N-(methyl-d3)-4-(piperazin-1-yl)benzamide FC1=C(C(=O)NC([2H])([2H])[2H])C=CC(=C1)N1CCNCC1